(tert-butyl 4-(3-(4-nitrophenyl) propylamino) phenyl) carbamate C(N)(OC1=C(C=C(C=C1)NCCCC1=CC=C(C=C1)[N+](=O)[O-])C(C)(C)C)=O